ClC=1C=C(CN2C(=NC3=NC=C(C=C32)N3C=CC=2N=CN=C(C23)OC)C)C=CC1F 1-(3-chloro-4-fluorobenzyl)-6-(4-methoxy-5H-pyrrolo[3,2-d]pyrimidin-5-yl)-2-methyl-1H-imidazo[4,5-b]pyridine